FC1=C(C=CC(=C1)F)[C@]([C@@H](C)N1CCC(CC1)CC(=O)NC1=CC=C(C=C1)F)(CN1N=CN=C1)O 2-(1-((2R,3R)-3-(2,4-difluorophenyl)-3-hydroxy-4-(1H-1,2,4-triazol-1-yl)-2-butyl)-4-piperidinyl)-N-(4-fluorophenyl)acetamide